3,3-difluoro-5-[2-isobutyl-6-(1H-1,2,4-triazol-3-yl)imidazo[4,5-c]pyridin-1-yl]cyclohexanamine FC1(CC(CC(C1)N1C(=NC=2C=NC(=CC21)C2=NNC=N2)CC(C)C)N)F